[Si](C1=CC=CC=C1)(C1=CC=CC=C1)(C(C)(C)C)OCCC[C@H](C)O (S)-5-((tert-butyldiphenylsilyl)oxy)pentan-2-ol